BrC1=CC(=NC2=C3N=C(C=C(C3=CC=C12)Br)C)C 4,7-dibromo-2,9-dimethyl-1,10-phenanthroline